C(C1=CC=CC=C1)OC1=NC(=CC=C1C1=NN(C2=C(C=CC=C12)N1CC(C1)C1CCN(CC1)C(=O)OC(C)(C)C)C)OCC1=CC=CC=C1 tert-butyl 4-(1-(3-(2,6-bis(benzyloxy)pyridin-3-yl)-1-methyl-1H-indazol-7-yl)azetidin-3-yl)piperidine-1-carboxylate